(S)-5-(2-(1-(2-Hydroxy-2-Methylpropyl)-1H-Pyrazol-4-Yl)-4-(3-Phenylmorpholino)Quinazolin-6-Yl)-1,3-Dimethylpyridin-2(1H)-One OC(CN1N=CC(=C1)C1=NC2=CC=C(C=C2C(=N1)N1[C@H](COCC1)C1=CC=CC=C1)C=1C=C(C(N(C1)C)=O)C)(C)C